4-amino-4'-nitrostilbene-2,2'-disulfonic acid monosodium salt [Na+].NC=1C=C(C(=CC1)C=CC=1C(=CC(=CC1)[N+](=O)[O-])S(=O)(=O)O)S(=O)(=O)[O-]